C(C)(=O)N1[C@H]([C@H]([C@@H](C2=CC(=CC=C12)C1=CC=C(C=C1)NC(CCCC=C)=O)N)C)CC N-(4-((2S,3S,4S)-1-acetyl-4-amino-2-ethyl-3-methyl-1,2,3,4-tetrahydroquinolin-6-yl)phenyl)hex-5-enamide